CC1(OCC(CO1)CNCCCO[Si](C(C)(C)C)(C1=CC=CC=C1)C1=CC=CC=C1)C 9-(2,2-dimethyl-1,3-dioxacyclohexane-5-yl)-2,2-dimethyl-3,3-diphenyl-8-aza-4-oxa-3-silanonane